OC=1C(C(=CN2N=CN(C(C21)=O)C)O)=O 5,7-dihydroxy-3-methyl-4,6-dihydro-3H-pyrido[2,1-f][1,2,4]triazine-4,6-dione